4-((4-((2-(dimethylphosphoryl)-4-morpholinophenyl)amino)-5-(trifluoromethyl)pyrimidin-2-yl)amino)-3-methoxybenzoic acid CP(=O)(C)C1=C(C=CC(=C1)N1CCOCC1)NC1=NC(=NC=C1C(F)(F)F)NC1=C(C=C(C(=O)O)C=C1)OC